ClC1=CC=C(C=C1)C(CC(=C)C1=CC=CC=C1)=NO (4-chlorophenyl)-3-phenylbut-3-en-1-one oxime